N-(5-((4-(trifluoromethyl)phenyl)ethynyl)-1H-indol-3-yl)acetamide tert-Butyl-3-acetamido-5-((4-(trifluoromethyl)phenyl)ethynyl)-1H-indole-1-carboxylate C(C)(C)(C)OC(=O)N1C=C(C2=CC(=CC=C12)C#CC1=CC=C(C=C1)C(F)(F)F)NC(C)=O.FC(C1=CC=C(C=C1)C#CC=1C=C2C(=CNC2=CC1)NC(C)=O)(F)F